ClC=1C(=C(C(=CC1N1C(CC(C1)(C)N(CC)CC)C)F)S(=O)(=O)NC1=NC(=CC=C1)F)F 3-chloro-4-(4-(diethylamino)-2,4-dimethylpyrrolidin-1-yl)-2,6-difluoro-N-(6-fluoropyridin-2-yl)benzenesulfonamide